(phenylmethyloxy)-4-(methylthio)quinoline-2-carboxylic acid methyl ester COC(=O)C1=NC2=CC=CC=C2C(=C1OCC1=CC=CC=C1)SC